7-bromo-N-[5-(cyanomethyl)-3-fluoro-6-methoxy-2-pyridinyl]imidazo[1,2-a]pyridine-3-sulfonamide BrC1=CC=2N(C=C1)C(=CN2)S(=O)(=O)NC2=NC(=C(C=C2F)CC#N)OC